methyl 6-bromo-3-methylimidazo[1,2-a]pyridine-8-carboxylate BrC=1C=C(C=2N(C1)C(=CN2)C)C(=O)OC